ClC1=CC(=CC(=N1)N1[C@@H](COCC1)C)C1(CC1)S(=O)(=O)C (R)-4-(6-chloro-4-(1-(methylsulfonyl)cyclopropyl)pyridin-2-yl)-3-methyl-morpholine